C(=C)OC1CC2C(CC1)O2 1-vinyloxy-3,4-epoxycyclohexane